1-(4-methoxybenzyl)-3-(2-oxoethyl)-3a,7a-dihydro-1H-pyrazolo[3,4-b]pyridine COC1=CC=C(CN2N=C(C3C2N=CC=C3)CC=O)C=C1